4-(2-{5-[(3R,5R)-3-amino-5-fluoropiperidine-1-carbonyl]-7-methoxy-1-methyl-1H-1,3-benzodiazol-2-yl}-1-(cyclopropylmethyl)-1H-pyrrolo[2,3-b]pyridin-6-yl)-5-fluoro-2-methoxybenzamide N[C@H]1CN(C[C@@H](C1)F)C(=O)C1=CC2=C(N(C(=N2)C2=CC=3C(=NC(=CC3)C3=CC(=C(C(=O)N)C=C3F)OC)N2CC2CC2)C)C(=C1)OC